3-fluoro-4-(2-hydroxy-6,9-dioxo-5-(4-(trifluoromethyl)benzyl)-5,8-diazaspiro[3.5]nonan-8-yl)benzonitrile FC=1C=C(C#N)C=CC1N1CC(N(C2(CC(C2)O)C1=O)CC1=CC=C(C=C1)C(F)(F)F)=O